O1C(=CC=C1)C(=O)OCC1(CCCCC1)CO cyclohexanedimethanol furanate